7-hydroxy-5-methyl[1,2,4]triazolo[1,5-a]pyrimidine OC1=CC(=NC=2N1N=CN2)C